COC([C@@H](N)CS)=O L-cysteine methylester